C(=O)(O)C=1C=C(C=C(C1)OC1=CC=C(C(=O)O)C=C1)OC1=CC=C(C(=O)O)C=C1 4,4'-((5-carboxy-1,3-phenylene)bis(oxy))dibenzoic acid